C(C)(C)(C)OC(=O)N1CCC2(CC(C2)N[C@H](CC(C)C)CO)CC1.C(C)C1(COC1)COCC1=CC=C(C=C1)COCC1(COC1)CC 1,4-bis[{(3-ethyloxetan-3-yl)methoxy}methyl]benzene tert-Butyl-2-[[(1R)-1-(hydroxymethyl)-3-methyl-butyl]amino]-7-azaspiro[3.5]nonane-7-carboxylate